5-bromo-3-methyl-6-oxo-1,6-dihydropyridine-2-carboxylic acid BrC1=CC(=C(NC1=O)C(=O)O)C